F[C@H]1[C@@H]2COC[C@H](C[C@H]1N(C=1N=CC(=NC1)C1=C(C=C(C=C1)C=1C=NN(C1)C)O)C)N2 2-(5-(((1S,5S,6S,7R)-6-fluoro-3-oxa-9-azabicyclo[3.3.1]nonan-7-yl)(methyl)amino)pyrazin-2-yl)-5-(1-methyl-1H-pyrazol-4-yl)phenol